FC=1C=C(C=C(C1)F)[C@@H]1CCC2=NN(C(N21)=O)[C@@H]2C[C@H](C2)OC2=CC=C(C=C2)N2C=NN=C2 (5S)-5-(3,5-difluorophenyl)-2-{trans-3-[4-(4H-1,2,4-triazol-4-yl)phenoxy]cyclobutyl}-2,5,6,7-tetrahydro-3H-pyrrolo[2,1-c][1,2,4]triazol-3-one